N-(3-((2-aminoethyl)sulfonamido)-4-hydroxyphenyl)-4'-(trifluoromethyl)-[1,1'-biphenyl]-4-carboxamide hydrochloride Cl.NCCS(=O)(=O)NC=1C=C(C=CC1O)NC(=O)C1=CC=C(C=C1)C1=CC=C(C=C1)C(F)(F)F